C1(=CC(=CC=C1)C[C@@H]1N(CC[C@@H]1NS(=O)(=O)C)C(C(C)(C)C)=O)C1=CC=CC=C1 N-(cis-2-(biphenyl-3-ylmethyl)-1-(2,2-dimethylpropanoyl)pyrrolidin-3-yl)methanesulfonamide